C1=CC=C(C=2C3=CC=CC=C3C3(C12)C1=CC=CC=C1C=1C=CC=CC13)C1=CC=C(C=C1)C1=CC=CC=C1 4-(9,9'-spirobifluoren-4-yl)biphenyl